C(C)[C@@H]1C(N(C(N1)=O)C=1C=NC(=CC1)OC1=CC=C(C2=C1C(CO2)(C)C)C)=O (5R)-5-ethyl-3-{6-[(3,3,7-trimethyl-2,3-dihydro-1-benzofuran-4-yl)oxy]-3-pyridinyl}-2,4-imidazolidinedione